(1R,3R,4R)-N-((S)-1-cyano-2-((R)-2-oxopiperidin-3-yl)ethyl)-5,5-difluoro-2-(4-methoxy-1H-indole-2-carbonyl)-2-azabicyclo[2.2.2]octane-3-carboxamide C(#N)[C@H](C[C@@H]1C(NCCC1)=O)NC(=O)[C@@H]1N([C@H]2CC([C@@H]1CC2)(F)F)C(=O)C=2NC1=CC=CC(=C1C2)OC